tert-butyl (4-((benzyloxy)methyl)-2-(3,5-dichloro-4-hydroxyphenyl)-3,5-dioxo-2,3,4,5-tetrahydro-1,2,4-triazin-6-yl)carbamate C(C1=CC=CC=C1)OCN1C(N(N=C(C1=O)NC(OC(C)(C)C)=O)C1=CC(=C(C(=C1)Cl)O)Cl)=O